3,3-Dibutyl-8-hydroxy-2-(4-methoxybenzyl)-7-(methylthio)-5-phenyl-2,3,4,5-tetrahydro-1,2,5-benzothiadiazepine 1,1-dioxide C(CCC)C1(N(S(C2=C(N(C1)C1=CC=CC=C1)C=C(C(=C2)O)SC)(=O)=O)CC2=CC=C(C=C2)OC)CCCC